4-[5-[(1S)-2-amino-1-hydroxyethyl]pyrimidin-2-yl]-3-(5-cyclopropyl-2-methylpyrazol-3-yl)oxybenzonitrile NC[C@@H](O)C=1C=NC(=NC1)C1=C(C=C(C#N)C=C1)OC=1N(N=C(C1)C1CC1)C